[Ni].[Te].[Ru] ruthenium tellurium nickel